CC1=C(/C=C/C2=CC=3C(C4=CC=CC=C4C(C3C=C2)=O)=O)C=CC=C1 (E)-2-(2-methylstyryl)-9,10-anthraquinone